ClC1=CC=C2C(=N1)[C@H](COC2=O)C (R)-2-chloro-8-methyl-7,8-dihydro-5H-pyrano[4,3-b]pyridin-5-one